3-(2-Amino-9-(4-Aminobenzyl)-9H-Purin-6-Yl)Benzonitrile NC1=NC(=C2N=CN(C2=N1)CC1=CC=C(C=C1)N)C=1C=C(C#N)C=CC1